C(CCCCCCCCCCCCCCCCC)NC(=O)C1=CC=C(C(=O)N2CCN(CC2)C(CCC(=O)OC[C@@H]2CN(C[C@@H](O2)N2C(NC(C(=C2)C)=O)=O)C(C2=CC=CC=C2)(C2=CC=CC=C2)C2=CC=CC=C2)=O)C=C1 {(2S,6R)-6-(5-methyl-2,4-dioxo-3,4-dihydropyrimidin-1(2H)-yl)-4-tritylmorpholin-2-yl}methyl 4-[4-{4-(octadecylcarbamoyl)benzoyl}piperazin-1-yl]-4-oxobutanoate